tert-Butyl (3-fluoro-5-(1H-tetrazol-5-yl)benzyl)carbamate FC=1C=C(CNC(OC(C)(C)C)=O)C=C(C1)C1=NN=NN1